CN1C(NC=CC1=O)=S 3-methyl-thiouracil